bromo-azauracil BrC1=NC(NC(N1)=O)=O